ClC1=C(CN2C(=C(C3=CC(=CC=C23)C(=O)OCC=C)C)C)C=CC=C1O[C@@H](C(=O)OC)C (R)-allyl 1-(2-chloro-3-((1-methoxy-1-oxopropan-2-yl)oxy)benzyl)-2,3-dimethyl-1H-indole-5-carboxylate